N-(3-Methyl-2-pyridyl)disilazan CC=1C(=NC=CC1)N([SiH3])[SiH3]